(R)-2-isothiocyanatopropionic acid methyl ester COC([C@@H](C)N=C=S)=O